N1N=CC2=CC=C(C=C12)C=1C=CC2=C(C=3CN(C(C3C=C2)=O)CC(C(=O)N)=C)C1 2-{[8-(1H-indazol-6-yl)-3-oxo-1H,2H,3H-benzo[e]isoindol-2-yl]methyl}prop-2-enamide